COC=1C=C(C=C(C1C1C=C(CCC1C(C)C)C)O)\C=C\C1=CC=CC=C1 3-methoxy-5-hydroxy-4-[(3''r-4''s)-p-menthenyl]-trans-stilbene